N-phenylbenzothioamide C1(=CC=CC=C1)NC(C1=CC=CC=C1)=S